C(CCCCCCCCC)OC(C(C(=O)OCCCCCCCCCC)CC)=O 2-Ethylmalonic acid didecyl ester